C(CCCCCCC\C=C/C\C=C/CCCCC)(=O)OCC(COCCCN(CC)CC)CO 3-(3-(diethylamino)propoxy)-2-(hydroxymethyl)propyl (9Z,12Z)-octadeca-9,12-dienoate